n-Heptylzinc Bromide [Br-].C(CCCCCC)[Zn+]